1-ethyl-3-methylimidazole iodide salt [I-].C(C)N1CN(C=C1)C